ClC=1C=C(C=CC1F)NC(N([C@H]1CCCC=2NC(C3=CC=CC=C3C12)=O)CCCO)=O (S)-3-(3-chloro-4-fluorophenyl)-1-(3-hydroxypropyl)-1-(6-oxo-1,2,3,4,5,6-hexahydrophenanthridin-1-yl)urea